(4-(3-hydroxyoxetan-3-yl)phenyl)(4-(2-(4-(trifluoromethyl)phenoxy)ethoxy)piperidin-1-yl)methanone OC1(COC1)C1=CC=C(C=C1)C(=O)N1CCC(CC1)OCCOC1=CC=C(C=C1)C(F)(F)F